C(C)C1OCC2=CC=C(C=C12)OC1=NC=C(C=N1)N1C(NC(C1=O)(C)C)=O 3-[2-[(3-ethyl-1,3-dihydroisobenzofuran-5-yl)oxy]pyrimidin-5-yl]-5,5-dimethyl-imidazolidine-2,4-dione